C/C=C(\\C)/C(=O)O[C@@H]1C[C@H]([C@@H](O[C@H]1C)O[C@H](C)CCCC/C=C/C(=O)O)O The molecule is a 4-O-[(E)-2-methyl-2-butenoyl]ascaroside derived from (2E,8R)-8-hydroxynon-2-enoic acid. It is a metabolite of the nematode Caenorhabditis elegans. It has a role as a Caenorhabditis elegans metabolite. It is a 4-O-[(E)-2-methyl-2-butenoyl]ascaroside and an alpha,beta-unsaturated monocarboxylic acid. It derives from an ascr#3 and a (2E,8R)-8-hydroxynon-2-enoic acid.